OC(CNCCCN)C N'-(2-hydroxypropyl)-1,3-propanediamine